(3aS,4R,7S,7aR)-7-azido-5-(6-(benzyloxy)hexyl)-2,2-dimethyl-4-(((triisopropylsilyl)oxy)methyl)hexahydro-[1,3]dioxolo[4,5-c]pyridine N(=[N+]=[N-])[C@@H]1[C@@H]2[C@H]([C@H](N(C1)CCCCCCOCC1=CC=CC=C1)CO[Si](C(C)C)(C(C)C)C(C)C)OC(O2)(C)C